tert-butyl 4-(2-(3-chloro-4-fluorophenyl)-2-hydroxyethyl)-3-(hydroxymethyl)-3-methylpiperazine-1-carboxylate ClC=1C=C(C=CC1F)C(CN1C(CN(CC1)C(=O)OC(C)(C)C)(C)CO)O